diglycidyl endo-cis-bicyclo[2.2.1]-5-heptene-2,3-dicarboxylate C12C(C(C(C=C1)C2)C(=O)OCC2CO2)C(=O)OCC2CO2